N(=C=O)C1CC(C(CC1)C(C)C)N=C=O 1,3-diisocyanato-4-isopropylcyclohexane